C(C)(C)(C)OC(=O)N[C@H](C(O)C1=C(C=2N=NC=C(C2S1)N(C(OC(C)(C)C)=O)CC=1SC=CC1)C)C tert-butyl N-{6-[(2S)-2-[(tert-butoxycarbonyl)amino]-1-hydroxypropyl]-7-methylthieno[3,2-c]pyridazin-4-yl}-N-(thiophen-2-ylmethyl)carbamate